(S)-2-hydroxy-N-((5-(2-((6-methoxy-2-methylquinazolin-4-yl)thio)acetyl)thiophen-2-yl)methyl)propanamide O[C@H](C(=O)NCC=1SC(=CC1)C(CSC1=NC(=NC2=CC=C(C=C12)OC)C)=O)C